N-(1-methylcyclopropyl)-4-(1,2,3,6-tetrahydropyridin-4-yl)-9H-pyrido[2,3-b]indole-7-sulfonamide CC1(CC1)NS(=O)(=O)C1=CC=C2C3=C(NC2=C1)N=CC=C3C=3CCNCC3